1-(9,9-dimethyl-10-(1-((4-phenylpiperazine-1-carbonyl)oxy)ethyl)-7-(pyrrolidin-1-yl)anthracen-2(9H)-ylidene)pyrrolidin-1-ium CC1(C2=CC(=CC=C2C(=C2C=CC(C=C12)=[N+]1CCCC1)C(C)OC(=O)N1CCN(CC1)C1=CC=CC=C1)N1CCCC1)C